1-(4-(2-bromo-5-fluorophenyl)piperazin-1-yl)-2-((tert-butyldimethylsilyl)oxy)ethan-1-one BrC1=C(C=C(C=C1)F)N1CCN(CC1)C(CO[Si](C)(C)C(C)(C)C)=O